C(#CC)O[C@H]1[C@@H](O[C@@H]([C@H]1O)CO)N1C(=O)NC(=O)C=C1 O-propynyl-uridine